ClC=1C(=C2N=C(N=C3C2=C(OC(C2C4CCC(CN32)N4C(=O)[O-])C)N1)SC)F 2-chloro-1-fluoro-5-methyl-12-(methylthio)-5a,6,7,8,9,10-hexahydro-5H-4-oxa-3,10a,11,13,14-pentaaza-6,9-methanonaphtho[1,8-ab]heptalene-14-carboxylate